C(C)(C)(C)OC(=O)N(C(OC(C)(C)C)=O)CC1=NNC(C2=C(C=C(C=C12)C=1C=NN(C1C1=C(C2=CC=CC=C2C=C1F)C#N)C)C#N)=O tert-butyl (tert-butoxycarbonyl)((5-cyano-7-(5-(1-cyano-3-fluoronaphthalen-2-yl)-1-methyl-1H-pyrazol-4-yl)-4-oxo-3,4-dihydrophthalazin-1-yl)methyl)carbamate